OCCOC(C=C)=O hydroxyethyl-acrylate